((2S*,6R*)-2,6-dimethylmorpholino)(6-fluoro-4-(1,4-dioxa-8-azaspiro[4.5]decan-8-yl)quinolin-3-yl)methanone C[C@@H]1O[C@@H](CN(C1)C(=O)C=1C=NC2=CC=C(C=C2C1N1CCC2(OCCO2)CC1)F)C |o1:1,3|